8-amino-7-chloro-2,3-dihydro-1H-phenalen-1-one NC=1C(=C2C=CC=C3CCC(C(C1)=C32)=O)Cl